O=C1NC(=C(C=C1C(=O)N)C1=CC=C(C=C1)OCC1OCCCC1)C(F)(F)F 2-Oxo-5-(4-((tetrahydro-2H-pyran-2-yl)methoxy)phenyl)-6-(trifluoromethyl)-1,2-dihydropyridin-3-carboxamide